1,1,2,3,3-pentafluoro-3-((1,1,1,3,3,3-hexafluoro-2-(trifluoromethyl)propan-2-yl)oxy)prop-1-ene FC(=C(C(OC(C(F)(F)F)(C(F)(F)F)C(F)(F)F)(F)F)F)F